C(C(C)C)[C@H]1CO[C@@H](CN([C@H](CO[C@@H](CN([C@H](CO[C@@H](CN([C@H](CO[C@@H](CN1C)CC1=CC=C(C=C1)CC1=CC(=CC=C1)OC)CC(C)C)C)C)CC(C)C)C)CC1=CC=C(C=C1)CC1=CC(=CC=C1)OC)CC(C)C)C)C (3s,6r,9s,12r,15s,18r,21s,24r)-3,9,15,21-tetraisobutyl-6,18-bis(4-(3-methoxybenzyl)benzyl)-4,10,12,16,22,24-hexamethyl-1,7,13,19-tetraoxa-4,10,16,22-tetraazacyclotetracosane